NC1=CC(=C2N3CCC[C@H]3CCCCCC(C3=NN=C(C1=N2)O3)(C(F)(F)F)O)C(=O)N (12R)-20-Amino-6-hydroxy-6-(trifluoromethyl)-22-oxa-3,4,16,21-tetraazatetracyclo[15.3.1.12,5.012,16]docosa-1(21),2,4,17,19-pentaene-18-carboxamide